4-{8-hydroxy-[1,3]Diazino[5,4-d]Pyrimidin-2-yl}-1,2,3,6-tetrahydropyridine-1-carboxylic acid tert-butyl ester C(C)(C)(C)OC(=O)N1CCC(=CC1)C=1N=CC2=C(N1)C(=NC=N2)O